BrC1=C(C(=O)OC)C=C(C=C1)CBr methyl 2-bromo-5-(bromomethyl)benzoate